4-(4-methyl-pent-3-enyl)cyclohex-3-ene-1-carbaldehyde CC(=CCCC1=CCC(CC1)C=O)C